4-Amino-8-(5-((5-fluoropyridin-2-yl)methoxy)pyridin-3-yl)-2-oxo-N-propyl-1,2-dihydroquinoline-3-carboxamide NC1=C(C(NC2=C(C=CC=C12)C=1C=NC=C(C1)OCC1=NC=C(C=C1)F)=O)C(=O)NCCC